2-(4-(Methylsulfonyl)-1,4-diazepan-1-yl)propan-1-ol CS(=O)(=O)N1CCN(CCC1)C(CO)C